FC=1C(=NC=CC1)C(=O)O 3-fluoropicolinic acid